aminopropylethyl methacrylate C(C(=C)C)(=O)OC(C)CCCN